O1CCC(CC1)OCCOC1=CC=C(OC=2C(=CC=3N(C2)C=NC3)C(=O)OC)C=C1 methyl 6-[4-(2-tetrahydropyran-4-yloxyethoxy)phenoxy]imidazo[1,5-a]pyridine-7-carboxylate